FC1=CC=C(C=C1)C1N(C(OC1)=O)C(C=CC1=C(C=CC=C1)OC1=CC=CC=C1)=O 4-(4'-fluorophenyl)-3-(3-(2-phenoxyphenyl)acryloyl)oxazolidin-2-one